COC1=CC=C(C=C1)S(=O)(=O)C1=CC=C(C=C1)NC(=O)NCC=1C=NNC1 1-[4-(4-Methoxy-benzenesulfonyl)-phenyl]-3-(1H-pyrazol-4-ylmethyl)-urea